ClC1=CC2=C(N(C(C(N2C)=O)=O)C2CCN(CC2)C=2C=NC(=NC2)C#N)N=C1 5-(4-(7-chloro-1-methyl-2,3-dioxo-2,3-dihydropyrido[2,3-b]pyrazin-4(1H)-yl)piperidin-1-yl)pyrimidine-2-carbonitrile